N-[(4,6-Dimethylpyridin-3-yl)methyl]-2-[(3R)-3-methyl[1,4'-bipiperidin]-1'-yl]-1,3-thiazole-5-carboxamide CC1=C(C=NC(=C1)C)CNC(=O)C1=CN=C(S1)N1CCC(CC1)N1C[C@@H](CCC1)C